C(C)(C)C=1C=C(C=CC1)NC1CCN(CC1)C(C)=O 1-(4-((3-isopropylphenyl)amino)piperidin-1-yl)ethan-1-one